tetrahydrotriazolo[4,5-c]pyridine N1NNC2CN=CC=C21